tertiary butoxycarbonyl chloride C(C)(C)(C)OC(=O)Cl